sodium (4-(5-((1-(2-methoxyethyl)-3-(pyridin-2-yl)-1H-pyrazol-4-yl) carbamoyl) furan-2-yl)-1H-pyrazol-1-yl) methylphosphonate CP(ON1N=CC(=C1)C=1OC(=CC1)C(NC=1C(=NN(C1)CCOC)C1=NC=CC=C1)=O)([O-])=O.[Na+]